C1(=CC=CC=C1)N1CCC(CC1)C=1N=NC(=C2C1SC=C2)C=2C=C1CCNCC1=CC2 7-(1-phenyl-4-piperidyl)-4-(1,2,3,4-tetrahydroisoquinolin-6-yl)thieno[2,3-d]pyridazine